C(C)NC1=CC=C(C=N1)NC(C1=CC(=CC=C1)OC(CCNC)C1=CC=CC=C1)=O N-(6-(ethylamino)pyridin-3-yl)-3-(3-(methylamino)-1-phenylpropoxy)benzamide